CC=1C=C(C=C(C1)C)CS(=O)(=O)[O-].[Na+] Sodium (3,5-dimethylphenyl)methanesulfonate